ClC1=C(C(=NC=C1)OC)N1CCC(CC1)N1C(N(C=2C([C@@H]1C)=CN(N2)C)CC2=C(C=CC=C2)C(F)(F)F)=O (S)-5-(4'-Chloro-2'-methoxy-3,4,5,6-tetrahydro-2H-[1,3']bipyridinyl-4-yl)-2,4-dimethyl-7-(2-trifluoromethyl-benzyl)-2,4,5,7-tetrahydro-pyrazolo[3,4-d]pyrimidin-6-on